C(C(C)(C)C)(=O)OCN1C=C(C2=CC=CC=C12)CCN(C)C (3-(2-(dimethylamino)ethyl)-1H-indol-1-yl)methyl pivalate